2-((5-(2,2'-dichloro-3'-(5-(4,5-dihydro-1H-imidazol-2-yl)-6-methoxypyridin-2-yl)-[1,1'-biphenyl]-3-yl)-3-methoxypyrazin-2-yl)methyl)-2,6-diazaspiro[3.4]octan-7-one ClC1=C(C=CC=C1C=1N=C(C(=NC1)CN1CC2(C1)CNC(C2)=O)OC)C2=C(C(=CC=C2)C2=NC(=C(C=C2)C=2NCCN2)OC)Cl